C1(=CC=CC=C1)S(=O)(=O)SCCCNC(=O)OC(C)(C)C S-(3-((tert-Butoxycarbonyl) amino) propyl) thiobenzenesulfonate